tri(2,2-difluoroethyl) phosphate P(=O)(OCC(F)F)(OCC(F)F)OCC(F)F